C(#N)C1=CC=C(C=C1)N1N=CC=C1 (4-cyanophenyl)-1H-pyrazole